2-bromo-4-{1-methyl-2-oxo-7-azaspiro[3.5]nonan-7-yl}-N-[3-nitro-4-({[(1r,4r)-4-hydroxy-4-methylcyclohexyl]methyl}amino)benzenesulfonyl]benzamide BrC1=C(C(=O)NS(=O)(=O)C2=CC(=C(C=C2)NCC2CCC(CC2)(C)O)[N+](=O)[O-])C=CC(=C1)N1CCC2(CC(C2C)=O)CC1